N-(Benzenesulfonyl)-6-chloro-3-[[(1R)-1-[3,6-dimethyl-2-(1-methylpyrazol-4-yl)-4-oxo-chromen-8-yl]ethyl]amino]pyridine-2-carboxamide C1(=CC=CC=C1)S(=O)(=O)NC(=O)C1=NC(=CC=C1N[C@H](C)C=1C=C(C=C2C(C(=C(OC12)C=1C=NN(C1)C)C)=O)C)Cl